NC1=CC=C(N=N1)C1CCN(CC1)C(=O)C1=CC(=C(C=C1)C=1C=NC(=CC1)OCC1C(C1)(C)C)OC [4-(6-Amino-pyridazin-3-yl)-piperidin-1-yl]-{4-[6-(2,2-dimethyl-cyclopropylmethoxy)-pyridin-3-yl]-3-methoxy-phenyl}-methanone